CN(CCOC1=CC=NC2=C(C(=CC=C12)[N+](=O)[O-])O)C 4-(2-(dimethylamino)ethoxy)-7-nitroquinolin-8-ol